C(C=C)C=1C=CC(=C(C1)C1=CC(=C(C=C1)O)CC=C)O 5,3'-Diallyl-2,4'-dihydroxybiphenyl